1-hydroxy-N-(2-methoxyethyl)-N,6,6,9-tetramethyl-3-pentyl-6a,7,8,10a-tetrahydro-6H-benzo[c]chromene-2-carboxamide OC1=C2C3C(C(OC2=CC(=C1C(=O)N(C)CCOC)CCCCC)(C)C)CCC(=C3)C